C(C)O[Sb-](OCC)(OCC)(OCC)(OCC)OCC.[Li+] lithium hexaethoxyantimonate